7-[(3-fluoro-2-pyridinyl)oxy]-3-(isoindolin-5-ylmethyl)-4-methyl-chromen-2-one FC=1C(=NC=CC1)OC1=CC=C2C(=C(C(OC2=C1)=O)CC=1C=C2CNCC2=CC1)C